The molecule is a sterol 3-beta-D-glucoside that has epiandrosterone as the sterol component. It is a sterol 3-beta-D-glucoside, a monosaccharide derivative and a 17-oxo steroid. It derives from an epiandrosterone. C[C@]12CC[C@@H](C[C@@H]1CC[C@@H]3[C@@H]2CC[C@]4([C@H]3CCC4=O)C)O[C@H]5[C@@H]([C@H]([C@@H]([C@H](O5)CO)O)O)O